COC1=CC=C(C=C1)C1=CC(=NC(=C1)N1CCOCC1)N1CCN(CC1)CC[C@@H]1CC[C@H](CC1)NC(=O)N1CCCC1 N-(trans-4-(2-(4-(4-(4-methoxyphenyl)-6-morpholinopyridin-2-yl)piperazin-1-yl)ethyl)cyclohexyl)tetrahydropyrrole-1-carboxamide